FC1=C(C=CC(=C1)F)C1=CC(=C(C=C1)CNC(C=C)=O)C1=NN(C=C1)C N-((2',4'-difluoro-3-(1-methyl-1H-pyrazol-3-yl)-[1,1'-biphenyl]-4-yl)methyl)acrylamide